α-Terpinyl isobutyrate CC1=CCC(CC1)C(C)(C)OC(=O)C(C)C